N1-methyl-adenine CN1C=NC2=NC=NC2=C1N